(R)-1-(2,6-dichloro-3-fluorophenyl)ethanol ClC1=C(C(=CC=C1F)Cl)[C@@H](C)O